FCC(=O)N(C[C@H]1C(NCC1)=O)CC([C@H](CC(C)C)NC(=O)C=1NC2=CC=CC(=C2C1)OC)=O N-((S)-1-(2-fluoro-N-(((S)-2-oxopyrrolidin-3-yl)methyl)acetamido)-5-methyl-2-oxohexan-3-yl)-4-methoxy-1H-indole-2-carboxamide